2-(2-hydroxy-3-tert-butyl-5-methylbenzyl)-4-methyl-6-tert-butylphenylacrylate OC1=C(CC2=C(C(=CC(=C2)C)C(C)(C)C)OC(C=C)=O)C=C(C=C1C(C)(C)C)C